C(#N)C=1C=CC(=C2C=CC=NC12)C1C2(CC2(CN1)C(F)(F)F)C(=O)N (8-cyanoquinolin-5-yl)-5-(trifluoromethyl)-3-azabicyclo[3.1.0]hexane-1-carboxamide